C(CCCCCC)N1CN(C2=C1C=CC=C2)C 1-heptyl-3-methylbenzimidazole